FC(C(=O)O)(F)F.FC(C(=O)O)(F)F.FC(C(=O)O)(F)F.COC=1C=C(C=CC1OC)C1=NC2=C(N1C)C=C(C=C2C)C2CCN(CC2)C2CCN(CC2)CC(C)C 2-(3,4-dimethoxyphenyl)-6-(1'-isobutyl-[1,4'-bipiperidin]-4-yl)-1,4-dimethyl-1H-benzo[d]imidazole tris(2,2,2-trifluoroacetate)